(R)-2-((4-fluorobenzyl)amino)-2-oxo-1-phenylethyl 3-amino-6-(1-(piperidin-4-yl)-1H-pyrazol-4-yl)pyrazine-2-carboxylate hydrochloride Cl.NC=1C(=NC(=CN1)C=1C=NN(C1)C1CCNCC1)C(=O)O[C@@H](C(=O)NCC1=CC=C(C=C1)F)C1=CC=CC=C1